C(#N)C=1C=C(C=CC1C=1NC(C2=C(N1)CCSC2)=O)C2=CC=C(C=C2)B(O)O (3'-cyano-4'-(4-oxo-3,5,7,8-tetrahydro-4H-thiopyrano[4,3-d]pyrimidin-2-yl)-[1,1'-biphenyl]-4-yl)boronic acid